2-((4-((S)-2-(4-cyano-2-fluorophenyl)-4-fluoro-2H-chromen-8-yl)piperidin-1-yl)methyl)-3-(((S)-oxetan-2-yl)methyl)-3H-imidazo[4,5-b]pyridine-5-carboxylic acid C(#N)C1=CC(=C(C=C1)[C@H]1OC2=C(C=CC=C2C(=C1)F)C1CCN(CC1)CC1=NC=2C(=NC(=CC2)C(=O)O)N1C[C@H]1OCC1)F